NC1=C2N=CN(C2=NC=N1)[C@@H]1O[C@@H]([C@@H]([C@H]1O)Br)CO[Si](C1=CC=CC=C1)(C1=CC=CC=C1)C(C)(C)C (2R,3S,4R,5R)-2-(6-amino-9H-purin-9-yl)-4-bromo-5-((tert-butyldiphenylsilyloxy)methyl)-tetrahydrofuran-3-ol